8-fluoro-[1,2,4]triazolo[1,5-c]pyrimidin FC=1C=2N(C=NC1)N=CN2